BrC=1C=C2C=CC(=NC2=C(C1)I)C(F)(F)F 6-bromo-8-iodo-2-(trifluoromethyl)quinoline